C(C1=CC=CC=C1)OC(=O)C=1C[C@H](N(CC1)S(=O)(=O)C(C)(C)C)C(F)(F)F (2S)-1-(2-methylpropane-2-sulfonyl)-2-(trifluoromethyl)-3,6-dihydro-2H-pyridine-4-carboxylic acid benzyl ester